N-[3-[(1-benzyl-2,2,2-trifluoro-ethyl)sulfamoyl]-4-methyl-phenyl]-2-(4,5-dichloro-6-oxo-pyridazin-1-yl)acetamide C(C1=CC=CC=C1)C(C(F)(F)F)NS(=O)(=O)C=1C=C(C=CC1C)NC(CN1N=CC(=C(C1=O)Cl)Cl)=O